N'-acetyl-4-amino-N-(2-chloro-4-cyanobenzyl)-N',1-dimethyl-1H-pyrazolo[4,3-c]quinoline-8-carbohydrazide C(C)(=O)N(N(C(=O)C1=CC=2C3=C(C(=NC2C=C1)N)C=NN3C)CC3=C(C=C(C=C3)C#N)Cl)C